N-(4-fluoro-3-((5-(3-fluoro-5-(methoxy-d3)phenyl)-2-((1-methyl-1H-pyrazol-4-yl)amino)pyrimidin-4-yl)amino)phenyl)acrylamide FC1=C(C=C(C=C1)NC(C=C)=O)NC1=NC(=NC=C1C1=CC(=CC(=C1)OC([2H])([2H])[2H])F)NC=1C=NN(C1)C